CC=1C=C(N=NC1N1CC=2C=C(C=NC2CC1)NC1=CC=NN1C)C#N 5-methyl-6-(3-((1-methyl-1H-pyrazol-5-yl)amino)-7,8-dihydro-1,6-naphthyridin-6(5H)-yl)pyridazine-3-carbonitrile